2-methyl-5-[[(3R)-3-methylmorpholin-4-yl]methyl]piperazine-1-carboxylic acid tert-butyl ester C(C)(C)(C)OC(=O)N1C(CNC(C1)CN1[C@@H](COCC1)C)C